NCC=1C=C(C=CC1)C1CCN(CC1)C(\C=C\C1=CC(=C(C=C1)C1CC1)O)=O (E)-1-(4-(3-(aminomethyl)phenyl)piperidin-1-yl)-3-(4-cyclopropyl-3-hydroxyphenyl)prop-2-en-1-one